1-(6-bromo-2-oxo-1,2-dihydroquinoline-4-carbonyl)-N-(cyclopropylmethyl)-4-(3,4-dichlorophenyl)piperazine-2-carboxamide BrC=1C=C2C(=CC(NC2=CC1)=O)C(=O)N1C(CN(CC1)C1=CC(=C(C=C1)Cl)Cl)C(=O)NCC1CC1